FC=1C=CC(=NC1COCC1=CC(=C(C(=C1)[N+](=O)[O-])OC)C1=NN(C=N1)C)NC(OC(C)(C)C)=O Tert-butyl (5-fluoro-6-(((4-methoxy-3-(1-methyl-1H-1,2,4-triazol-3-yl)-5-nitrobenzyl)oxy)methyl)pyridin-2-yl)carbamate